C(C)(C)S(=O)CC1=NC=CC(=C1)N 2-((isopropylsulfinyl)methyl)pyridin-4-amine